C(C)(C)C1N(C(OC1)=O)C(C=CC1=CC=CC2=CC=CC=C12)=O 4-isopropyl-3-(3-(naphthalen-1-yl)acryloyl)oxazolidin-2-one